COC1=CC=C(C=NNC(CCCC(C2=CC=CC=C2)=O)=O)C=C1 N'-(4-methoxybenzylidene)-5-oxo-5-phenylpentanehydrazide